(2-(4-bromophenoxy)phenyl)diphenylphosphine oxide BrC1=CC=C(OC2=C(C=CC=C2)P(C2=CC=CC=C2)(C2=CC=CC=C2)=O)C=C1